[C@@H]12N(C[C@@H](NC1)C2)C2=C(C=CC=1N(C(=NC12)C(C)C)C)NC(=O)C1=NC(=NC=C1)C1=C(C=CC=C1OC)F N-(4-((1S,4S)-2,5-Diazabicyclo[2.2.1]heptan-2-yl)-2-isopropyl-1-methyl-1H-benzo[d]imidazol-5-yl)-2-(2-fluoro-6-methoxyphenyl)pyrimidine-4-carboxamide